N[C@@H](CC(=O)O)CC1=CC(=C(C=C1)Cl)Cl (R)-3-amino-4-(3,4-dichlorophenyl)-butyric acid